(6aR,12bS)-(+)-N-methyl-2-fluoro-10,11-dihydroxy-5,6,6a,7,8,12b-hexahydrobenzo[a]phenanthridine CN1[C@@H]2CCC3=C([C@H]2C=2C=C(C=CC2C1)F)C=C(C(=C3)O)O